C(C1=CC=CC=C1)OC=1C=C(C=CC1)N1C(N(C2=CC=CC=C2C1=O)CC=1C=C2C=NN(C2=CC1)COCC[Si](C)(C)C)=O 3-(3-(benzyloxy)phenyl)-1-((1-((2-(trimethylsilyl)ethoxy)methyl)-1H-indazole-5-yl)methyl)quinazoline-2,4(1H,3H)-dione